N-[4-{[3'-(trifluoromethyl)biphenyl-4-yl]oxy}tetrahydrofuran-3-yl]propane-2-sulfonamide FC(C=1C=C(C=CC1)C1=CC=C(C=C1)OC1C(COC1)NS(=O)(=O)C(C)C)(F)F